tert-butyl (1S,2S,5R)-2-(((7-bromo-6,8-difluoro-2-(methylthio)-4-oxo-3,4-dihydroquinazolin-5-yl) oxy) methyl)-3,8-diazabicyclo[3.2.1]octane-8-carboxylate BrC1=C(C(=C2C(NC(=NC2=C1F)SC)=O)OC[C@@H]1[C@@H]2CC[C@H](CN1)N2C(=O)OC(C)(C)C)F